[I-].CN(C1=CC=C(/C=C/C2=[N+](C3=CC=CC=C3C=C2)C)C=C1)C (E)-2-(4-Dimethylaminostyryl)-1-methylquinolinium iodide